C(C1=CC=CC=C1)(C1=CC=CC=C1)N1C(C(=C(C1O)Cl)Cl)=O 1-benzhydryl-3,4-dichloro-5-hydroxy-1H-pyrrol-2(5H)-one